(2-(((4-tert-butylphenoxy) (4-nitrophenoxy) phosphoryl) oxy) ethyl) 2,2-dimethylthiopropionate CC(C(=S)OCCOP(=O)(OC1=CC=C(C=C1)[N+](=O)[O-])OC1=CC=C(C=C1)C(C)(C)C)(C)C